C1(=CC=CC1)P(C1=CC=CC=C1)C1=CC=CC=C1.[Pd] palladium (cyclopent-1,3-dien-1-yl-diphenylphosphine)